4-chloro-N-[3-methyl-5-(phenylethynyl)pyridin-2-yl]-1-{[(1R,2R,4S)-7-oxabicyclo[2.2.1]heptan-2-yl]methyl}-1H-pyrazole-5-carboxamide ClC=1C=NN(C1C(=O)NC1=NC=C(C=C1C)C#CC1=CC=CC=C1)C[C@@H]1[C@H]2CC[C@@H](C1)O2